C1C(CCC2=CC=CC=C12)CCN 2-(1,2,3,4-tetrahydronaphthalen-2-yl)ethylamine